O=C1OC[C@@H]1NC(OCCCC)=O butyl N-[(3S)-2-oxooxetan-3-yl]carbamate